CC(C(O)O)(CC(CCC)C)CCC 2,4-dimethyl-2-propylheptanediol